4-glycidyloxyphenyl ether C(C1CO1)OC1=CC=C(C=C1)OC1=CC=C(C=C1)OCC1CO1